COCC=1C=C(C=CC1)C1=NNC=C1C=1N=C2C=C(C=NC2=CC1)N1CCC(CC1)N(C)C 1-[6-[3-[3-(methoxymethyl)phenyl]-1H-pyrazol-4-yl]-1,5-naphthyridin-3-yl]-N,N-dimethyl-piperidin-4-amine